NC1CN(C1)C(=O)C1=C(C=C(C=C1OC)C1=CN=C2N1C=CC(=C2)C(C#N)(C)C)OC(F)F 2-[3-[4-(3-Aminoazetidine-1-carbonyl)-3-(difluoromethoxy)-5-methoxy-phenyl]imidazo[1,2-a]pyridin-7-yl]-2-methyl-propionitrile